2-Nitro-4-stibonobenzoic acid [N+](=O)([O-])C1=C(C(=O)O)C=CC(=C1)[Sb](=O)(O)O